CC1=NC(=CC(=N1)NC1=NC=C(C(=O)NOCC)C(=C1)NC1=C(C=C(C=C1)C)N(S(=O)(=O)C1CC1)C)C 6-((2,6-dimethyl-pyrimidin-4-yl)amino)-N-ethoxy-4-((4-methyl-2-(N-methyl-cyclopropylsulfonamido)phenyl)-amino)nicotinamide